N-[1-[5-acetamido-2-(5-bromo-2-pyridinyl)pyrazol-3-yl]ethyl]-N-methyl-3,5-bis(trifluoromethyl)benzamide C(C)(=O)NC=1C=C(N(N1)C1=NC=C(C=C1)Br)C(C)N(C(C1=CC(=CC(=C1)C(F)(F)F)C(F)(F)F)=O)C